5-(8-(7-Acetyl-3-ethyl-5,6,7,8-tetrahydroimidazo[1,5-a]pyrazin-1-yl)isoquinolin-3-yl)pyridin-2-yl trifluoromethanesulfonate FC(S(=O)(=O)OC1=NC=C(C=C1)C=1N=CC2=C(C=CC=C2C1)C=1N=C(N2C1CN(CC2)C(C)=O)CC)(F)F